thorium phosphonate P([O-])([O-])=O.[Th+4].P([O-])([O-])=O